NCCNC1=CC=C(C=C1)NC1=NC=CC(=N1)NC1=NC(=NC=C1)C1=NC(=CC=C1)C N2-[4-(2-aminoethylamino)phenyl]-N4-[2-(6-methyl-2-pyridyl)pyrimidin-4-yl]pyrimidine-2,4-diamine